C(C)(C)(C)OC(=O)N1CCN(CC1)C1=NC(=C(C=2CNCCC12)C#N)N1CCOCC1 tert-butyl-4-(4-cyano-3-morpholino-5,6,7,8-tetrahydro-2,6-naphthyridin-1-yl)piperazine-1-carboxylate